C1(=CC=CC=C1)[C@@H]1OC2=C(C=C1C=O)C=CC=C2 (S)-2-phenyl-2H-benzopyran-3-carbaldehyde